FC(C=1C=C(C[C@H](N)C(=O)O)C=CC1)(F)F meta-trifluoromethylphenylalanine